4-[5-(2-aminoethyl)pyrimidin-2-yl]-3-[3-ethyl-1-(2-methylpropyl)pyrazol-4-yl]oxybenzonitrile NCCC=1C=NC(=NC1)C1=C(C=C(C#N)C=C1)OC=1C(=NN(C1)CC(C)C)CC